4-amino-2-(2-amino-ethyl)-butyric acid NCCC(C(=O)O)CCN